COC1(CC1)CC=1C=C(C=NC1C)C1=NOC(=N1)C(F)(F)F 3-(5-((1-methoxycyclopropyl)methyl)-6-methylpyridin-3-yl)-5-(trifluoromethyl)-1,2,4-oxadiazole